4-Hydroxy-N-[2-[3-(4-hydroxyphenyl)prop-2-enoyl]phenyl]benzenesulfonamide OC1=CC=C(C=C1)S(=O)(=O)NC1=C(C=CC=C1)C(C=CC1=CC=C(C=C1)O)=O